methyl 4-((7-(butylamino)-5-((methoxy-carbonyl)amino)-3-(prop-1-en-2-yl)-1H-pyrazolo[4,3-d]pyrimidin-1-yl)methyl)-3-methoxy-benzoate C(CCC)NC=1C2=C(N=C(N1)NC(=O)OC)C(=NN2CC2=C(C=C(C(=O)OC)C=C2)OC)C(=C)C